(1R,3s,5S)-N-(6-chloropyridazin-3-yl)-9-(4-methoxybenzyl)-1,5-dimethyl-9-azabicyclo[3.3.1]nonan-3-amine ClC1=CC=C(N=N1)NC1C[C@]2(CCC[C@@](C1)(N2CC2=CC=C(C=C2)OC)C)C